FC=1C=C(C=C(C1)C(=O)C=1C=C2N=CC=NC2=CC1)NC(=O)NC1=CC(=CC=C1)F 1-(3-fluoro-5-(quinoxaline-6-carbonyl)phenyl)-3-(3-fluorophenyl)urea